ClC1=C(C=C(C=C1)N1CC2(C3=NC(=CC=C31)C(=O)N3C(CN(CC3)C3=CC=C(C=N3)CC(=O)OC)(C)C)CC(C2)COC)F methyl 2-(6-(4-(1'-(4-chloro-3-fluorophenyl)-3-(methoxymethyl)-1',2'-dIhydrospiro[cyclobutane-1,3'-pyrrolo[3,2-b]pyridine]-5'-carbonyl)-3,3-dimethylpiperazin-1-yl)pyridin-3-yl)acetate